3-[5-benzyloxy-2-(4-fluorophenyl)-1H-indol-3-yl]-N-[(3S)-2-oxopyrrolidin-3-yl]propionamide C(C1=CC=CC=C1)OC=1C=C2C(=C(NC2=CC1)C1=CC=C(C=C1)F)CCC(=O)N[C@@H]1C(NCC1)=O